C(C1=CC=CC=C1)OC[C@H](COCCO)OCCO (R)-2,2'-((3-(benzyloxy)propane-1,2-diyl)bis(oxy))bis(ethan-1-ol)